5'-(5-Methyl-1H-indol-3-yl)-1',2'-dihydrospiro[cyclopropane-1,3'-pyrrolo[2,3-b]pyridine] CC=1C=C2C(=CNC2=CC1)C=1C=C2C(=NC1)NCC21CC1